ClC1=C(C=CC(=C1)C(F)(F)F)N1C(OC2=C1C=C(C=C2)O)=O (2-chloro-4-(trifluoromethyl)phenyl)-5-hydroxybenzooxazol-2(3H)-one